C(C1=CC=CC=C1)N1C[C@H]2[C@@H](C1)C(N([C@@H]2CC#N)C(=O)OC(C)(C)C)=O tert-butyl (1R,3aS,6aR)-5-benzyl-1-(cyanomethyl)-3-oxohexahydropyrrolo[3,4-c]pyrrole-2(1H)-carboxylate